O=C1C(=C(C=NN1COCC[Si](C)(C)C)NCCOC/C=C/C(=O)N1CCN(CC1)C1=CC=C(C=N1)C#N)C(F)(F)F 6-[4-[(2E)-4-(2-[[6-oxo-5-(trifluoromethyl)-1-[[2-(trimethylsilyl)ethoxy]methyl]-1,6-dihydropyridazin-4-yl]amino]ethoxy)but-2-enoyl]piperazin-1-yl]pyridine-3-carbonitrile